(benzyloxy)benzo[d][1,3]oxathiolane C(C1=CC=CC=C1)OC1OC2=C(S1)C=CC=C2